S1C=NC2=C1C=CC(=C2)CN(C(C(=O)OC)=O)CC2CCOCC2 methyl 2-((benzo[d]thiazol-5-ylmethyl)((tetrahydro-2H-pyran-4-yl)methyl)amino)-2-oxoacetate